N-(3-acetyl-1-(2-((2-((3-chloro-2-fluorobenzyl)amino)-2-oxoethyl)(cyclopropyl)amino)-2-oxoethyl)-1H-indol-6-yl)-3,3-difluoropiperidine-1-carboxamide C(C)(=O)C1=CN(C2=CC(=CC=C12)NC(=O)N1CC(CCC1)(F)F)CC(=O)N(C1CC1)CC(=O)NCC1=C(C(=CC=C1)Cl)F